2-chloro-4-(4-fluoro-2-methylphenyl)-7-isopropoxy-quinoline ClC1=NC2=CC(=CC=C2C(=C1)C1=C(C=C(C=C1)F)C)OC(C)C